FC(OC=1C=C(C=CC1)C1=CC=NN1)(F)F 5-(3-trifluoromethoxyphenyl)-1H-pyrazol